8-Methyl-2-(pyridin-2-ylmethyl)-N-{[5-(trifluoromethyl)-1,2-oxazol-3-yl]methyl}-4,5-dihydro-2H-furo[2,3-g]indazole-7-carboxamide CC1=C(OC=2CCC3=CN(N=C3C21)CC2=NC=CC=C2)C(=O)NCC2=NOC(=C2)C(F)(F)F